COC(C1CCN(CC1)C1=CC=C(C=C1)[C@@H]1C=2C=CC(=CC2CC[C@@H]1CC(C)C)O)OC cis-5-(4-(4-(Dimethoxymethyl)piperidin-1-yl)phenyl)-6-isobutyl-5,6,7,8-tetrahydronaphthalen-2-ol